FC(C(=O)O)(F)F.NC(C(=O)N1CCC(=CC1)C1=CC=C(C=C1)NC(=O)N1CC2=NC=C(C=C2C1)F)(C)C N-(4-(1-(2-amino-2-methylpropanoyl)-1,2,3,6-tetrahydropyridin-4-yl)phenyl)-3-fluoro-5,7-dihydro-6H-pyrrolo[3,4-b]pyridine-6-carboxamide 2,2,2-trifluoroacetate